FC(C)(F)C1=CC=CC(=N1)NC1=CC(=NC=C1C1=NC(N(C=C1)C)=O)NC(C)=O N-(4-((6-(1,1-difluoroethyl)pyridin-2-yl)amino)-5-(1-methyl-2-oxo-1,2-dihydropyrimidin-4-yl)pyridin-2-yl)acetamide